tert-butyl 4-((6-(1-(cyclopropylmethyl)-3-(4-fluorophenyl)-2,4-dioxo-1,2,3,4-tetrahydropyrimidine-5-carboxamido)pyridine-3-yl)oxy)-5,6-dihydropyrido[3,4-d]pyrimidine-7(8H)-carboxylate C1(CC1)CN1C(N(C(C(=C1)C(=O)NC1=CC=C(C=N1)OC=1C2=C(N=CN1)CN(CC2)C(=O)OC(C)(C)C)=O)C2=CC=C(C=C2)F)=O